3-[1-(1H-Pyrrolo[2,3-b]pyridin-4-yl)-3-trifluoromethyl-1H-pyrazol-4-yl]-propan-1-ol N1C=CC=2C1=NC=CC2N2N=C(C(=C2)CCCO)C(F)(F)F